C(#N)C=1C(=NC(=C(C1CC)C#N)N1OC[C@H](C1)O)SC(C(=O)N)C1=CC=CC=C1 2-((3,5-dicyano-4-ethyl-6-((S)-4-hydroxyisoxazolidin-2-yl)pyridin-2-yl)sulfanyl)-2-phenylacetamide